C(N)(=O)C=1C(=NC(=NC1)N1C[C@H](CCC1)NC(OC(C)(C)C)=O)NC1=CC(=NC(=C1)C(C)C)C(C)C (S)-tert-butyl (1-(5-carbamoyl-4-((2,6-diisopropylpyridin-4-yl)amino)pyrimidin-2-yl)piperidin-3-yl)carbamate